CS(=O)(=O)N1CC(CCC1)C(=O)NC 1-methanesulfonyl-N-methylpiperidine-3-carboxamide